OCCN1C=C(C(=C1C1=C(C=CC=C1)C(F)(F)F)C)C(=O)OC Methyl (S)-1-(2-hydroxyethyl)-4-methyl-5-(2-(trifluoromethyl) phenyl)-1H-pyrrole-3-carboxylate